(S)-quinuclidin-3-yl (6-(p-tolyl)-1,2,3,4-tetrahydronaphthalen-1-yl)carbamate C1(=CC=C(C=C1)C=1C=C2CCCC(C2=CC1)NC(O[C@@H]1CN2CCC1CC2)=O)C